7-(3,4-difluorophenyl)-1H-indole-2-carboxylic acid FC=1C=C(C=CC1F)C=1C=CC=C2C=C(NC12)C(=O)O